(R)-2-((2E,5S,6R,7E)-5-((tert-butyldimethylsilyl)oxy)-6-methyl-8-(1-methyl-1H-pyrazol-5-yl)octa-2,7-dienamido)-3-(3-chloro-4-methoxyphenyl)propionic acid methyl ester COC([C@@H](CC1=CC(=C(C=C1)OC)Cl)NC(\C=C\C[C@@H]([C@@H](\C=C\C1=CC=NN1C)C)O[Si](C)(C)C(C)(C)C)=O)=O